(2S)-4-(6-{8-ethyl-2-methylimidazo[1,2-a]pyrazin-6-ylamino}pyridazin-3-yl)-2-methylpiperazine-1-carboxylic acid tert-butyl ester C(C)(C)(C)OC(=O)N1[C@H](CN(CC1)C=1N=NC(=CC1)NC=1N=C(C=2N(C1)C=C(N2)C)CC)C